C([O-])(O)=O.[Na+].ClC1=C(C=C(C(=C1)F)[N+](=O)[O-])O 2-chloro-4-fluoro-5-nitro-phenol Sodium bicarbonate